NC1=C2C(=NC=N1)N(N=C2C2=CC=C(C=C2)OC2=CC=CC=C2)C2CCN(CC2)C(=O)NCCN2CCN(CC2)C=2C=C1C(N(C(C1=CC2)=O)C2C(NC(CC2)=O)=O)=O 4-(4-amino-3-(4-phenoxyphenyl)-1H-pyrazolo[3,4-d]pyrimidin-1-yl)-N-(2-(4-(2-(2,6-dioxopiperidin-3-yl)-1,3-dioxoisoindolin-5-yl)piperazin-1-yl)ethyl)piperidine-1-carboxamide